C(C=C)OC1=CC=C(\C=N\NC(=O)C=2C=C3N=CC=NC3=CC2)C=C1 (E)-N'-(4-(allyloxy)benzylidene)quinoxaline-6-carbohydrazide